CN(C(=O)N1CCCC12CCNCC2)C N,N-dimethyl-1,8-diazaspiro[4.5]decane-1-carboxamide